2-Phenoxydiethyleneglycol acrylat C(C=C)(=O)O.O(C1=CC=CC=C1)C(CO)OCCO